ClC1=C(C=CC(=C1F)C(F)(F)F)O 2-chloro-4-trifluoromethyl-fluorophenol